(4-methoxyphenyl)diphenylselenonium triflate [O-]S(=O)(=O)C(F)(F)F.COC1=CC=C(C=C1)[Se+](C1=CC=CC=C1)C1=CC=CC=C1